ClC=1C=C(C=CC1C)CC(=O)O 2-(3-chloro-4-methylphenyl)acetic acid